FC(CNC(OC(C)(C)C)=O)(C(O)C1=NC=C(C=C1)F)F tertbutyl (2,2-difluoro-3-(5-fluoropyridin-2-yl)-3-hydroxypropyl)carbamate